C(C)(C)(C)OC(=O)N1CCC(CC1)C=1N=CC=C2C1N(C(=C2)\C=C(/C)\[N+](=O)[O-])CC2CC2 (E)-4-(1-(cyclopropylmethyl)-2-(2-nitroprop-1-en-1-yl)-1H-pyrrolo[2,3-c]pyridin-7-yl)piperidine-1-carboxylic acid tert-butyl ester